2-Chloro-5-(methoxymethyl)-N-methylpyrimidin-4-amine ClC1=NC=C(C(=N1)NC)COC